C1(CCCC1)COC1=CC(=C(C(=O)OC(C)(C)C)C=C1C(=C)C)F tert-butyl 4-(cyclopentylmethoxy)-2-fluoro-5-(prop-1-en-2-yl)benzoate